NC1=NC(=C(C=C1C=1C=C2CCNC(C2=CC1F)=O)C1=CC(=C(C=C1)OC1CCNCC1)CN(C)C)F 6-(2-amino-5-(3-((dimethylamino)methyl)-4-(piperidin-4-yloxy)phenyl)-6-fluoropyridin-3-yl)-7-fluoro-3,4-dihydroisoquinolin-1(2H)-one